CN1C(C2(C3=C1C=NC=1C=CC=CC31)CNC2)=O 3'-methyl-2'-oxo-2',3'-dihydrospiro[azetidine-3,1'-pyrrolo[2,3-c]quinoline]